(+)-N-[(1H-benzimidazol-2-yl)methyl]-6-cyclopropyl-1-(1-methylpyrrolidin-3-yl)-1H-pyrazolo[3,4-b]pyrazin-3-amine N1C(=NC2=C1C=CC=C2)CNC2=NN(C1=NC(=CN=C12)C1CC1)C1CN(CC1)C